4-Chloro-N-(5-chloro-1-(2-fluoroethyl)-6-oxo-1,6-dihydropyridin-3-yl)-5-cyanothiophene-2-carboxamide ClC=1C=C(SC1C#N)C(=O)NC1=CN(C(C(=C1)Cl)=O)CCF